IC1=C(C2=C(N=CN=C2N)N1COCC[Si](C)(C)C)C1=CC=C(C=C1)OC1=NC=CC(=N1)C 6-Iodo-5-{4-[(4-methylpyrimidin-2-yl)oxy]phenyl}-7-{[2-(trimethylsilyl)ethoxy]-methyl}-7H-pyrrolo[2,3-d]pyrimidin-4-amine